7-[(3aR,4R,6R,6aR)-6-[(1R)-6-chloro-1,3-dihydroisobenzofuran-1-yl]-2,2-dimethyl-3a,4,6,6a-tetrahydrofuro[3,4-d][1,3]dioxol-4-yl]-4-chloro-pyrrolo[2,3-d]pyrimidine ClC1=CC=C2CO[C@H](C2=C1)[C@H]1O[C@H]([C@H]2[C@@H]1OC(O2)(C)C)N2C=CC1=C2N=CN=C1Cl